ClC=1C=C2C(=CC1)NC(C21CCN(CC1)CCOC1=CC(=C(C=C1)C(=O)N1CC(C1)S(=O)(=O)C)F)=O 5-chloro-1'-{2-[3-fluoro-4-(3-methanesulfonyl-azetidine-1-carbonyl)phenoxy]ethyl}-1,2-dihydrospiro[indole-3,4'-piperidin]-2-one